2-(5-(3,4-difluorophenyl)-3-fluoropyridin-2-yl)acetic acid FC=1C=C(C=CC1F)C=1C=C(C(=NC1)CC(=O)O)F